1-(6-fluoro-4-phenyl-3,4-dihydroquinoxalin-1(2H)-yl)-2-(pyrrolidin-1-yl)propan-1-on FC=1C=C2N(CCN(C2=CC1)C(C(C)N1CCCC1)=O)C1=CC=CC=C1